BrC1=CC(=C(C(=C1)[N+](=O)[O-])N[C@H]1[C@H](CCCC1)NC(=O)C1=CC(NC2=CC=C(C=C12)OC)=O)C(=O)N1CCOCC1 N-((1S,2R)-2-((4-bromo-2-(morpholine-4-carbonyl)-6-nitrophenyl)amino)cyclohexyl)-6-methoxy-2-oxo-1,2-dihydroquinoline-4-carboxamide